4,8-bis(2-naphthyl)-2,3,6,7-tetrahydro-s-indacene-1,5-dione C1=C(C=CC2=CC=CC=C12)C1=C2CCC(C2=C(C=2CCC(C12)=O)C1=CC2=CC=CC=C2C=C1)=O